FC(C(C(F)(F)F)OC=1C(=NC2=CC=CC(=C2N1)Cl)O)(F)F 3-(hexafluoroisopropoxy)-5-chloro-2-hydroxyquinoxaline